di-iso-propoxydimethylsilane C(C)(C)O[Si](C)(C)OC(C)C